sodium N-(4-bromo-2-chlorophenyl)sulfonamide BrC1=CC(=C(C=C1)NS(=O)=O)Cl.[Na]